C1(=CC=CC=C1)C1=CC(=NC=C1)C=O (4-phenyl)-(pyridin-2-yl)-methanone